FC(OCC1CN(C1)S(=O)(=O)N)F 3-((difluoromethoxy)methyl)azetidine-1-sulfonamide